C(N)(OC(C=O)CC1=CNC2=CC=CC=C12)=O 3-(1H-indol-3-yl)-1-oxopropan-2-yl carbamate